FC1=C(C=CC=C1F)CN1N=C(N=C1)C(=O)N[C@@H]1C(N(C=2N(CC1)N=CC2)C)=O |r| 1-[(2,3-Difluorophenyl)methyl]-N-[rac-(6S)-4-methyl-5-oxo-7,8-dihydro-6H-pyrazolo[1,5-a][1,3]diazepin-6-yl]-1,2,4-triazol-3-carboxamid